3-(2-oxa-6-azaspiro[3.3]heptan-6-yl)-1,2,4-thiadiazol-5-amine C1OCC12CN(C2)C2=NSC(=N2)N